tert-butyl 5-[(4-bromophenyl)carbamoyl]naphthalene-1-carboxylate tert-butyl-5-[(4-bromophenyl)carbamoyl]naphthalene-1-carboxylate C(C)(C)(C)OC(=O)C1=CC=CC2=C(C=CC=C12)C(NC1=CC=C(C=C1)Br)=O.BrC1=CC=C(C=C1)NC(=O)C1=C2C=CC=C(C2=CC=C1)C(=O)OC(C)(C)C